2-[(3-chloro-4-fluorophenyl)-[[(1R,2R,4R)-5,5-difluoro-2-bicyclo[2.2.1]heptanyl]oxy]methyl]-5-methyl-4-methylsulfonyl-1H-imidazole ClC=1C=C(C=CC1F)C(C=1NC(=C(N1)S(=O)(=O)C)C)O[C@H]1[C@H]2CC([C@@H](C1)C2)(F)F